NC=1C=C(C=C(C1)C(F)(F)F)[C@@H](C)NC=1C2=C(N=C(N1)Cl)N=CC(=C2)N2CCN(CC2)C(C)=O (R)-1-(4-(4-((1-(3-amino-5-(trifluoromethyl)phenyl)ethyl)amino)-2-chloropyrido[2,3-d]pyrimidin-6-yl)piperazin-1-yl)ethan-1-one